4-methyl-5-(6-morpholino-4-(benzenesulfonyl)pyridin-2-yl)thiazol-2-amine CC=1N=C(SC1C1=NC(=CC(=C1)S(=O)(=O)C1=CC=CC=C1)N1CCOCC1)N